1-((2-Formyl-5-(5-methyl-4-((2-(trimethylsilyl)ethoxy)methyl)-4H-1,2,4-triazol-3-yl)pyridin-3-yl)methyl)cyclopropane-1-carbonitrile C(=O)C1=NC=C(C=C1CC1(CC1)C#N)C1=NN=C(N1COCC[Si](C)(C)C)C